C(CCC)OP(OCCCC)(=O)OP(=O)(OCCCC)[O-].[Na+].[Na+].[Na+] tri-sodium tributylpyrophosphate